5-{[2-(4-methoxyphenyl)ethyl]sulfonylamino}-1,3-thiazole-4-carboxylic acid COC1=CC=C(C=C1)CCS(=O)(=O)NC1=C(N=CS1)C(=O)O